NC=1N=C(SC1C(C1=CC=CC=C1)=O)N(C1=C(C=C(C=C1)OC(F)F)Cl)C(C(=O)N)C [N-(4-amino-5-benzoyl-thiazol-2-yl)-2-chloro-4-(difluoromethoxy)anilino]propanamide